4-Cyclopropyl-N-(1-(4-(methylsulfonyl)phenyl)piperidin-4-yl)-N-(6-(trifluoro-methyl)pyridin-3-yl)pyridin-3-amine C1(CC1)C1=C(C=NC=C1)N(C=1C=NC(=CC1)C(F)(F)F)C1CCN(CC1)C1=CC=C(C=C1)S(=O)(=O)C